(2R,4R)-N-((S)-1-oxo-1-((thieno[2,3-b]pyridin-5-ylmethyl)amino)propan-2-yl)-4-phenylpyrrolidine-2-carboxamide trifluoroacetate FC(C(=O)O)(F)F.O=C([C@H](C)NC(=O)[C@@H]1NC[C@H](C1)C1=CC=CC=C1)NCC=1C=C2C(=NC1)SC=C2